hexadecapentaenoic acid methyl ester COC(C=CC=CC=CC=CC=CCCCCC)=O